FC=1C=C(C=CC1)NC(=O)NC1=CC(=CC=C1)C(=O)C=1C=C2N=C(C=NC2=CC1)N1CCOCC1 1-(3-fluorophenyl)-3-(3-(3-morpholinylquinoxaline-6-carbonyl)phenyl)urea